CC1=C(C=CC=C1)C=1C(NC2=CC=C(C=C2C1)C1=CC=C(C=C1)N1CCN(CC1)C(C)C)=O 3-(2-methylphenyl)-6-{4-[4-(propan-2-yl)piperazin-1-yl]phenyl}-1,2-dihydroquinolin-2-one